BrCC=1C=C2C=CN(C2=CC1)C(=O)OC(C)(C)C tert-butyl 5-(bromomethyl)-1H-indole-1-carboxylate